(S)-5-(2-acetoxyethyl)-6-oxo-3-(trifluoromethyl)-5,6,6a,7,9,10-hexahydro-8H-pyrazino[1,2-a]pyrido[3,2-e]pyrazine-8-carboxylate C(C)(=O)OCCN1C([C@H]2N(C3=C1C=C(C=N3)C(F)(F)F)CCN(C2)C(=O)[O-])=O